(2R)-2-[2-[4-chloro-2-(2-methyl-5-pyridin-2-ylpyrazol-3-yl)oxyphenyl]pyrimidin-5-yl]-2-fluoroethanamine ClC1=CC(=C(C=C1)C1=NC=C(C=N1)[C@H](CN)F)OC=1N(N=C(C1)C1=NC=CC=C1)C